2-(4-methylbenzoyl)-6-nitro-4(3H)-quinazolinone CC1=CC=C(C(=O)C2=NC3=CC=C(C=C3C(N2)=O)[N+](=O)[O-])C=C1